2-[4-[4-[3-(Hydroxymethyl)phenyl]benzoyl]piperazin-1-yl]-3H-quinazolin-4-one OCC=1C=C(C=CC1)C1=CC=C(C(=O)N2CCN(CC2)C2=NC3=CC=CC=C3C(N2)=O)C=C1